(2,6-dichloro-4-(trifluoromethyl)phenyl)-5-((4-((2,6-difluorophenyl)diazenyl)-3,5-difluorobenzyl)amino)-4-((trifluoromethyl)sulfinyl)-1H-pyrazole-3-carbonitrile ClC1=C(C(=CC(=C1)C(F)(F)F)Cl)N1N=C(C(=C1NCC1=CC(=C(C(=C1)F)N=NC1=C(C=CC=C1F)F)F)S(=O)C(F)(F)F)C#N